(2R)-N-{(3S)-4-[2-(4-chloro-3-fluorophenoxy)acetamido]-3-hydroxybicyclo[2.2.2]oct-1-yl}-6-fluoro-3,4-dihydro-2H-1-benzopyran-2-carboxamide ClC1=C(C=C(OCC(=O)NC23[C@H](CC(CC2)(CC3)NC(=O)[C@@H]3OC2=C(CC3)C=C(C=C2)F)O)C=C1)F